2-(Cyclopropylethynyl)-4-(6-fluoro-3,4-dihydroisoquinolin-2(1H)-yl)-6-methylaniline C1(CC1)C#CC1=C(N)C(=CC(=C1)N1CC2=CC=C(C=C2CC1)F)C